5-n-hexoxyphenol C(CCCCC)OC=1C=CC=C(C1)O